4,4'-bis(N-(stilben-4-yl)-N-phenylamino)stilbene C1(=CC=C(C=C1)N(C1=CC=CC=C1)C1=CC=C(C=C1)C=CC1=CC=C(C=C1)N(C1=CC=C(C=C1)C=CC1=CC=CC=C1)C1=CC=CC=C1)C=CC1=CC=CC=C1